5-(1-ethoxyvinyl)-4-oxo-1-[4-(trifluoromethoxy)phenyl]cinnoline-3-carboxylic acid methyl ester COC(=O)C1=NN(C2=CC=CC(=C2C1=O)C(=C)OCC)C1=CC=C(C=C1)OC(F)(F)F